CN1C=NCCC1 Methyl-1,4,5,6-tetrahydropyrimidin